S1C(=CC=C1)CN(C(=S)SSC(N(CC=1SC=CC1)CC)=S)CC bis(N-(2-thienylmethyl) ethylthiocarbamoyl) disulphide